(2,2'-bipyridinamine) copper (II) perchlorate Cl(=O)(=O)(=O)[O-].[Cu+2].N1=C(C(=CC=C1)N)C1=NC=CC=C1.Cl(=O)(=O)(=O)[O-]